C(C)OC=1N(C=2C(=NC=C(C2)N2C=CC=3N=CN=C(C32)OC)N1)CC=1C=NC=C(C1)F 2-ethoxy-1-((5-fluoropyridin-3-yl)methyl)-6-(4-methoxy-5H-pyrrolo[3,2-d]pyrimidin-5-yl)-1H-imidazo[4,5-b]pyridine